1,2,4-oxadiazole-3-carboxylic acid methyl ester 2,2-dichloroacetate salt ClC(C(=O)O)Cl.COC(=O)C1=NOC=N1